(R)-1-(1-((S)-1-(3,3,3-Trifluoropropyl)pyrrolidin-3-yl)-1,6-dihydroimidazo[4,5-d]pyrrolo[2,3-b]pyridin-2-yl)ethanol FC(CCN1C[C@H](CC1)N1C(=NC=2C1=C1C(=NC2)NC=C1)[C@@H](C)O)(F)F